tert-butyl ((3S,4S)- or (3R,4R)-4-((5-((tert-butoxycarbonyl)amino)-1-cyclobutyl-3-methyl-1H-pyrazol-4-yl)ethynyl)tetrahydrofuran-3-yl)carbamate C(C)(C)(C)OC(=O)NC1=C(C(=NN1C1CCC1)C)C#C[C@H]1[C@@H](COC1)NC(OC(C)(C)C)=O |o1:20,21|